C(CC=C)N[C@@H](CCC(=O)O)C(=O)O but-3-en-1-yl-L-glutamic acid